C(#N)C1=C(C=C(C=C1)N1CCC(CC1)C(=O)NC1=NC=C(C=C1)CN1CCC(CC1)CN1CCNCC1)C(F)(F)F 1-(4-cyano-3-(trifluoromethyl)phenyl)-N-(5-((4-(piperazin-1-ylmethyl)piperidin-1-yl)methyl)pyridin-2-yl)piperidine-4-carboxamide